COC1=C2CC[C@@H](CC2=CC=C1)N(CCC)CC1CCN(CC1)C(=O)C=1NC=CC1 (S)-(4-(((5-methoxy-1,2,3,4-tetrahydronaphthalen-2-yl)(propyl)amino)methyl)piperidin-1-yl)(1H-pyrrol-2-yl)methanone